tert-butyl 3-(4-(dibenzylamino)phenyl)-3-methylazetidine-1-carboxylate C(C1=CC=CC=C1)N(C1=CC=C(C=C1)C1(CN(C1)C(=O)OC(C)(C)C)C)CC1=CC=CC=C1